tert-butyl (R)-5-bromo-3-((((S)-3,4-dihydro-2H-pyrano[3,2-b]pyridin-4-yl)(methyl)amino)methyl)-3,4-dihydroisoquinoline-2(1H)-carboxylate BrC1=C2C[C@@H](N(CC2=CC=C1)C(=O)OC(C)(C)C)CN(C)[C@H]1CCOC=2C1=NC=CC2